5-(5-(1,3-dimethyl-2-oxo-2,3-dihydro-1H-benzo[d]imidazol-5-yl)-8-methyl-5,6,7,8-tetrahydropteridin-2-yl)-N-(3-(3-(2,6-dioxopiperidin-3-yl)benzofuran-5-yl)prop-2-yn-1-yl)picolinamide CN1C(N(C2=C1C=CC(=C2)N2C=1C=NC(=NC1N(CC2)C)C=2C=CC(=NC2)C(=O)NCC#CC=2C=CC1=C(C(=CO1)C1C(NC(CC1)=O)=O)C2)C)=O